C1(CC1)S(=O)(=O)NC(=O)C1=NC(=C(C=C1)NCC#CC=1C=C2C(=CC=CN2C1CC(F)(F)F)N[C@H]1[C@H](CN(CC1)C)F)OC N-(cyclopropylsulfonyl)-5-((3-(8-(((3S,4R)-3-fluoro-1-methylpiperidin-4-yl)amino)-3-(2,2,2-trifluoroethyl)indolizin-2-yl)prop-2-yn-1-yl)amino)-6-methoxypyridine-2-carboxamide